OC1=C(C(=CC(=C1)C(F)(F)F)C)C=1C=CC=2C(N1)=NN(C2C)C[C@@H]2CC(NC2)=O (4R)-4-[[6-[2-hydroxy-6-methyl-4-(trifluoromethyl)phenyl]-3-methyl-pyrazolo[3,4-b]pyridin-2-yl]methyl]pyrrolidin-2-one